1-(2-fluoro-6-(4,4,5,5-tetramethyl-1,3,2-dioxaborolan-2-yl)phenyl)-2,4-dimethyl-1H-imidazole FC1=C(C(=CC=C1)B1OC(C(O1)(C)C)(C)C)N1C(=NC(=C1)C)C